4-(3-(3-(1,1-Difluoroethyl)-4-(2-(piperazin-1-yl)ethoxy)phenyl)-4,4-dimethyl-5-oxo-2-thioxoimidazolidin-1-yl)-2-(trifluoromethyl)benzonitrile FC(C)(F)C=1C=C(C=CC1OCCN1CCNCC1)N1C(N(C(C1(C)C)=O)C1=CC(=C(C#N)C=C1)C(F)(F)F)=S